C(C)OC1=NC2=C(N1C(=O)NCCCC1=CC=CC=C1)C=C(C=C2)N2CCOCC2 2-ethoxy-6-morpholino-N-(3-phenylpropyl)-1H-benzo[d]imidazole-1-carboxamide